1-({[{2-Chloro-5-[2'-methyl-5'-(pentafluoroethyl)-4'-(trifluoromethyl)-2'H-[1,3'-bipyrazol]-4-yl]benzoyl}(1-cyanocyclopropyl)amino]methoxy}carbonyl)cyclopropane-1-carboxylic acid ClC1=C(C(=O)N(C2(CC2)C#N)COC(=O)C2(CC2)C(=O)O)C=C(C=C1)C=1C=NN(C1)C=1N(N=C(C1C(F)(F)F)C(C(F)(F)F)(F)F)C